(3-methoxy-5-(1H-pyrazol-1-yl)phenoxy)quinoline-6-carboxamide ethyl-(1R,2S)-2-[3-{[4-(2-cyclopropylethoxy)-2,6-dimethylbenzoyl]amino}-4-(trifluoromethyl)phenyl]cyclopropanecarboxylate C(C)OC(=O)[C@H]1[C@H](C1)C1=CC(=C(C=C1)C(F)(F)F)NC(C1=C(C=C(C=C1C)OCCC1CC1)C)=O.COC=1C=C(OC2=NC3=CC=C(C=C3C=C2)C(=O)N)C=C(C1)N1N=CC=C1